2-methoxy-6-(6-methoxy-4-((2-methylthiazol-4-yl)methoxy)pyrazolo[1,5-a]pyridin-2-yl)imidazo[2,1-b][1,3,4]thiadiazole COC1=NN2C(S1)=NC(=C2)C2=NN1C(C(=CC(=C1)OC)OCC=1N=C(SC1)C)=C2